C(C)(C)(C)O[C@H]1[C@@H](C[C@H]2N(CCC3=CC(=C(C=C23)OC)OC[C@H]2[C@@H](C2)F)C1)O trans-(2r,3r,11br)-3-(tert-butoxy)-9-((2-fluorocyclopropyl)methoxy)-10-methoxy-1,3,4,6,7,11b-hexahydro-2H-pyrido[2,1-a]isoquinolin-2-ol